(3S,4S)-1-cyclopropylmethyl-4-{[5-(2,4,6-trifluoro-phenyl)-isoxazole-3-carbonyl]-amino}-piperidine-3-carboxylic acid (1-pyridin-2-yl-cyclopropyl)-amide N1=C(C=CC=C1)C1(CC1)NC(=O)[C@H]1CN(CC[C@@H]1NC(=O)C1=NOC(=C1)C1=C(C=C(C=C1F)F)F)CC1CC1